3-[(4-methoxyphenyl)-methyl]-8-phenyl-1,3-diazaspiro[4.5]decan-2-one COC1=CC=C(C=C1)CN1C(NC2(C1)CCC(CC2)C2=CC=CC=C2)=O